5-cyclopropyl-4-(((1-(1-(3-chloro-5-fluorophenyl)ethyl)-3-fluoroazetidin-3-yl)methoxy)methyl)-2-fluorobenzoic acid methyl ester COC(C1=C(C=C(C(=C1)C1CC1)COCC1(CN(C1)C(C)C1=CC(=CC(=C1)F)Cl)F)F)=O